N-(3-(5-chloro-1H-indol-3-yl)propyl)-4-(3-(4-hydroxypiperidin-1-yl)phenoxy)benzenesulfonamide ClC=1C=C2C(=CNC2=CC1)CCCNS(=O)(=O)C1=CC=C(C=C1)OC1=CC(=CC=C1)N1CCC(CC1)O